COCC1NCC2=CC=C(C=C12)C(F)(F)F 1-(methoxymethyl)-6-(trifluoromethyl)isoindoline